triethanolamine hydrofluoric acid salt F.N(CCO)(CCO)CCO